1-(1H-benzo[d]imidazol-5-yl)imidazolidine-2,4-dione N1C=NC2=C1C=CC(=C2)N2C(NC(C2)=O)=O